NCC=1C=C(C=CC1)OC(=O)C=1C=NC(=C(C1)Cl)N1CCNCC1.C1(CCCCC1)CC(C(=O)C1CCCCC1)=O dicyclohexyl-propanedione [3-(aminomethyl)phenyl]5-chloro-6-piperazin-1-yl-pyridine-3-carboxylate